leucine-5,5,5-D3 [2H]C([2H])([2H])C(C)C[C@@H](C(=O)O)N